(S)-6-((E)-3-((R)-5,5-Dimethylpyrrolidin-2-yl)acryloyl)-4-(2-(1-ethyl-3-(trifluoromethyl)-1H-pyrazol-4-yl)phenyl)-4,5,6,7-tetrahydrothieno[2,3-c]pyridine-2-carbonitrile CC1(CC[C@@H](N1)/C=C/C(=O)N1CC2=C([C@@H](C1)C1=C(C=CC=C1)C=1C(=NN(C1)CC)C(F)(F)F)C=C(S2)C#N)C